NC1=C(C(N(C2=NC(=CC=C12)C(F)(F)F)C=1C=CC=2N(C1)C=CN2)=O)C(=O)OC methyl 4-amino-1-(imidazo[3,2-a]pyridin-6-yl)-2-oxo-7-(trifluoromethyl)-1,2-dihydro-1,8-naphthyridine-3-carboxylate